ClC1=CC2=C(N(C(N=C2N2[C@H](CN([C@@H](C2)C)C(C=C)=O)C)=O)C=2C(=NC=CC2C)C(C)C)N=C1C1=CC(=CC=C1)C(F)(F)F (M)-6-Chloro-4-[(2S,5R)-2,5-dimethyl-4-prop-2-enoyl-piperazin-1-yl]-1-(2-isopropyl-4-methyl-3-pyridyl)-7-[3-(trifluoromethyl)phenyl]pyrido[2,3-d]pyrimidin-2-one